2-(6-(((1S,4S,5S,6S)-6-fluoro-2-methyl-2-azabicyclo[2.2.2]octan-5-yl)(methyl)amino)pyridazin-3-yl)-5-(1H-imidazol-1-yl)phenol F[C@@H]1[C@H]([C@@H]2CN([C@H]1CC2)C)N(C2=CC=C(N=N2)C2=C(C=C(C=C2)N2C=NC=C2)O)C